O[C@H]1[C@H]2[C@@H]3CC[C@H]([C@@H](CCCC(CO)C)C)[C@]3(CC[C@@H]2[C@]2(CCCC=C2C1)C)C 7α,26-Dihydroxycholest-4-en